NC1=NC2=C(N1C1CCC(CC1)C(=O)OCC)C=CC(=C2)CO ethyl (1s,4s)-4-[2-amino-5-(hydroxymethyl)benzimidazol-1-yl]cyclohexanecarboxylate